(S)-2-(cyanomethyl)-4-(6-methyl-2-(((S)-1-methylpyrrolidin-2-yl)methoxy)-8-oxo-7-(quinolin-5-yl)-7,8-dihydropyrimido[5,4-d]Pyrimidin-4-yl)piperazine-1-carboxylic acid benzyl ester C(C1=CC=CC=C1)OC(=O)N1[C@H](CN(CC1)C=1C2=C(N=C(N1)OC[C@H]1N(CCC1)C)C(N(C(=N2)C)C2=C1C=CC=NC1=CC=C2)=O)CC#N